C(C)C(CC)O[C@@H]1C=CC[C@H]2[C@H]1O2 (3R,4R,5S)-4,5-epoxy-3-(1-ethylpropoxy)-1-cyclohexene